NCC(=O)N[C@@H](CC1=CC=CC=C1)C(=O)NCC(=O)O glycyl-L-phenylalanyl-glycine